C1(CCCCC1)N1N=C(C2=CC=CC=C2C1=O)C=1C=C(C=CC1)C(C(=O)O)(C)C 2-(3-(3-Cyclohexyl-4-oxo-3,4-dihydrophthalazin-1-yl)phenyl)-2-methylpropanoic acid